[Fe](Br)(Br)Br iron (IIi) bromide